ClC=1C=C(C=CC1F)C(C(=O)O)CO (3-chloro-4-fluorophenyl)-3-hydroxypropionic acid